FC1(CCN(CC1)C1=NC=CC(=N1)C1=CC=C(C=C1)OCCOC)C(=O)N[C@@]1(CN2CCC1CC2)C (S)-4-fluoro-1-(4-(4-(2-methoxyethoxy)phenyl)pyrimidin-2-yl)-N-(3-methylquinuclidin-3-yl)piperidine-4-carboxamide